methyl 3-(9-((4-(((tert-butoxycarbonyl)amino)methyl)phenyl)carbamoyl)-4,5-dihydrobenzo[b]thieno[2,3-d]oxepin-8-yl)-6-(isopentylcarbamoyl)picolinate C(C)(C)(C)OC(=O)NCC1=CC=C(C=C1)NC(=O)C1=CC2=C(OCCC3=C2SC=C3)C=C1C=1C(=NC(=CC1)C(NCCC(C)C)=O)C(=O)OC